[N+](=O)([O-])C=1C=C(C=CC1)C1CC2=CC=CC=C2C=C1 2-(3-nitrophenyl)-1H-naphthalene